(S)-8-(5-Cyclohexylthiazol-2-yl)-9-oxooctahydro-2H-pyrazino[1,2-a]pyrazin C1(CCCCC1)C1=CN=C(S1)N1C([C@H]2N(CCNC2)CC1)=O